methyl-2,2-dioxo-3H-2,1-benzothiazol CC1S(NC2=C1C=CC=C2)(=O)=O